CC1=C(OC=2CCC3=CN(N=C3C21)CC2=NC(=CC=C2)C)C(=O)NC[C@@H]2OCCC2 |r| 8-Methyl-2-[(6-methylpyridin-2-yl)methyl]-N-[(2R/S)-tetrahydrofuran-2-ylmethyl]-4,5-dihydro-2H-furo[2,3-g]indazole-7-carboxamide